(1-(5-(5-(2,3-dihydro-1H-inden-4-yl)-6-methoxy-1H-pyrazolo[4,3-b]pyridin-3-yl)pyridin-2-yl)-3-azabicyclo[3.1.0]hex-3-yl)ethan-1-ol C1CCC2=C(C=CC=C12)C1=C(C=C2C(=N1)C(=NN2)C=2C=CC(=NC2)C21CN(CC1C2)C(C)O)OC